(3,5-difluoro-phenyl)-6-(6-methylamino-pyridin-2-yl)-N'-(2,2,2-trifluoro-ethyl)-[1,3,5]triazine-2,4-diamine FC=1C=C(C=C(C1)F)NC1=NC(=NC(=N1)NCC(F)(F)F)C1=NC(=CC=C1)NC